N-(1-(methyl-(4-(trifluoromethyl)phenyl)amino)-2,3-dihydro-1H-inden-5-yl)acrylamide CN(C1CCC2=CC(=CC=C12)NC(C=C)=O)C1=CC=C(C=C1)C(F)(F)F